BrC1=CC=C2N=CC(=NC2=C1)C=1C(=NN(C1)[C@@H]1C[C@H](C1)CNC(OCC1=CC=CC=C1)=O)C1CC1 benzyl ((trans-3-(4-(7-bromoquinoxalin-2-yl)-3-cyclopropyl-1H-pyrazol-1-yl)cyclobutyl)methyl)carbamate